C(C)OC(=C)C=C 2-ethoxy-1,3-butadiene